(S)-2-((R)-8-fluoroisochroman-1-yl)azetidine (9Z,27Z)-hexatriacont-9,27-dien-18-yl-O-(tert-butyl)serinate CCCCCCCC\C=C/CCCCCCCC(CCCCCCCC\C=C/CCCCCCCC)OC([C@@H](N)COC(C)(C)C)=O.FC=1C=CC=C2CCO[C@H](C12)[C@H]1NCC1